ClC1=C(C=C(C=C1)C=1OC2=CC(=CC=C2C(C1)=O)O)CN1CCOCC1 (4-chloro-3-(morpholinomethyl)phenyl)-7-hydroxy-4H-chromen-4-one